methyl-(S)-3-(2-chloro-3-hydroxyphenyl)-5-(1-(2-hydroxypropyl)-5-(trifluoromethyl)-1H-pyrazol-4-yl)isoxazole CC=1C(=NOC1C=1C=NN(C1C(F)(F)F)C[C@H](C)O)C1=C(C(=CC=C1)O)Cl